CN(C=1C=C(OCCOCC=2N=C(SC2)N(CC2=CC=C(C=C2)N2CCN(CC2)C)CC2=CC(=CC=C2)OC)C=CC1)C 4-((2-(3-(dimethylamino)phenoxy)ethoxy)methyl)-N-(3-methoxybenzyl)-N-(4-(4-methylpiperazin-1-yl)benzyl)thiazol-2-amine